6-(4-(2-Fluoro-5-((4-oxo-7-(prop-1-yn-1-yl)-3,4-dihydrophthalazin-1-yl)methyl)benzoyl)-3-methylpiperazin-1-yl)nicotinonitrile FC1=C(C(=O)N2C(CN(CC2)C2=NC=C(C#N)C=C2)C)C=C(C=C1)CC1=NNC(C2=CC=C(C=C12)C#CC)=O